C(C)(C)C1=NC=NC=C1B(O)O 4-ISOPROPYLPYRIMIDINE-5-BORONIC ACID